C(C)(=O)C1=CC(=NN(C1=O)C=1C=NC=C(C1)C=1N(N=NC1)C)C(=O)OC methyl 5-acetyl-1-[5-(3-methyltriazol-4-yl)-3-pyridyl]-6-oxo-pyridazine-3-carboxylate